(S)-(1,4-dioxan-2-yl)methanol O1[C@H](COCC1)CO